7-bromo-3-(1-hydroxyethyl)quinoxalin-2(1H)-one BrC1=CC=C2N=C(C(NC2=C1)=O)C(C)O